COC1=CC=C(C=C1)C=1C(OC2(C1)CC1(CCCC1)CO2)=O 3-(4-methoxyphenyl)-1,13-dioxadispiro[4.1.47.25]tridec-3-en-2-one